C(C)(C)(C)OC(=O)N1CC2(C1)CC(C2)=CC2=CC(=C(C=C2)OC(F)(F)F)C(=O)OC 6-[3-methoxycarbonyl-4-(trifluoromethoxy)benzylidene]-2-azaspiro[3.3]heptane-2-carboxylic acid tert-butyl ester